The molecule is an analogue of PD173955 where the methylmercapto group is replaced by aminomethyl. It is a pyridopyrimidine and a dichlorobenzene. It derives from a PD173955. CN1C2=NC(=NC=C2C=C(C1=O)C3=C(C=CC=C3Cl)Cl)NC4=CC=CC(=C4)CN